2-(8-bromo-[1,2,4]triazolo[1,5-a]pyridin-5-yl)-1,1,1-trifluoropropan-2-ol BrC=1C=2N(C(=CC1)C(C(F)(F)F)(C)O)N=CN2